(S)-1-(heptadecan-9-yl) 9-(2-((8-(heptadecan-9-yloxy)-8-oxooctanoyl)oxy)-3-((2-oxido-1,3,2-dioxaphospholan-2-yl)oxy)propyl) nonanedioate C(CCCCCCCC(=O)OC[C@@H](COP1(OCCO1)=O)OC(CCCCCCC(=O)OC(CCCCCCCC)CCCCCCCC)=O)(=O)OC(CCCCCCCC)CCCCCCCC